CN1CCN(CC1)CCNC1=NC(=NC(=N1)C1=CC=CC=C1)N1CC2=C(CC1)N=CN2 N-(2-(4-methylpiperazin-1-yl)ethyl)-4-phenyl-6-(3,4,6,7-tetrahydroimidazo[4,5-c]pyridin-5-yl)-1,3,5-triazin-2-amine